1-(2,4-dimethylnaphthalen-1-yl)-1H-pyrrole-2,5-dione CC1=C(C2=CC=CC=C2C(=C1)C)N1C(C=CC1=O)=O